OB1OC=2C(=C3C(=NC2)NC=C3)C(=C1)C1CC(C1)NS(=O)(=O)CCC N-(3-(7-hydroxy-3,7-dihydro-[1,2]oxaborinino[5,6-d]pyrrolo[2,3-b]pyridin-9-yl)cyclobutyl)propane-1-sulfonamide